C1(=CC=CC=C1)NS(=O)(=O)N1CCN(CC1)C(=O)OC(C)(C)C tert-butyl 4-N-(phenylsulfamoyl)piperazine-1-carboxylate